ethyl 2-((2S,4S)-4-(3-(4-bromo-3-methylphenoxy)propyl)-2-methylpiperidin-1-yl)acetate BrC1=C(C=C(OCCC[C@@H]2C[C@@H](N(CC2)CC(=O)OCC)C)C=C1)C